5-(3-(3-hydroxyphenyl)prop-1-yn-1-yl)-3-methylpyrimidin-4(3H)-one OC=1C=C(C=CC1)CC#CC=1C(N(C=NC1)C)=O